C(C)(=O)C1=C(C2=C(N=C(N=C2)NC2=NC=C(C=C2)C2CCN(CC2)CCBr)N(C1=O)C1CCCC1)C 6-acetyl-2-[[5-[1-(2-bromoethyl)-4-piperidinyl]-2-pyridinyl]amino]-8-cyclopentyl-5-methylpyrido[2,3-d]pyrimidin-7-one